6-(5-cyanopyrazin-2-ylamino)-N,N-dimethyl-4-((4-methylmorpholin-2-yl)methylamino)pyridazine-3-carboxamide C(#N)C=1N=CC(=NC1)NC1=CC(=C(N=N1)C(=O)N(C)C)NCC1CN(CCO1)C